2,3,4-Trifluoro-N-{6-[2-methyl-4-(methylamino)phenoxy]pyridin-3-yl}benzamide FC1=C(C(=O)NC=2C=NC(=CC2)OC2=C(C=C(C=C2)NC)C)C=CC(=C1F)F